1-Allyl 4-tert-butyl piperazine-1,4-dicarboxylate N1(CCN(CC1)C(=O)OC(C)(C)C)C(=O)OCC=C